6-methoxy-5-((1-methylpiperidin-4-yl)oxy)quinazolin-4-amine COC=1C(=C2C(=NC=NC2=CC1)N)OC1CCN(CC1)C